3,3-dimethyl-5-(4-methyl-1-oxo-1,3-dihydroisobenzofuran-5-yl)piperazine-1-carboxylic acid tert-butyl ester C(C)(C)(C)OC(=O)N1CC(NC(C1)C=1C(=C2COC(C2=CC1)=O)C)(C)C